5-chloro-2-hydroxy-N-(isoquinolin-7-yl)benzamide ClC=1C=CC(=C(C(=O)NC2=CC=C3C=CN=CC3=C2)C1)O